ClC1=CC=C(C(=N1)C(=O)O)N[C@H](C)C1=C2N=CC(=NC2=CC(=C1)C)N1CC2C(C1)CS(C2)C#N 6-chloro-3-(((R)-1-(2-cyano-7-methyl-3-cis-tetrahydro-1h-thieno[3,4-c]pyrrol-5(3H)-ylquinoxalin-5-yl)ethyl)amino)picolinic acid